OCCNS(=O)(=O)C1=CC=CC=2NC=NC21 N-(2-hydroxyethyl)-1H-benzo[d]imidazole-4-sulfonamide